CC1=C(C=C(C=N1)NC(OC(C)(C)C)=O)NC(=O)C=1C=NN2C1SC(=C2)C=2C=NN(C2)C tert-butyl (6-methyl-5-(2-(1-methyl-1H-pyrazol-4-yl)pyrazolo[5,1-b]thiazole-7-carboxamido) pyridin-3-yl)carbamate